O=C1NCCN(C1)C(=O)[O-] 5-oxo-1-piperazinecarboxylate